niobium(IV) fluoride [F-].[Nb+4].[F-].[F-].[F-]